ClC=1C(=C2C=NNC2=C(C1F)NC(C)C)C=1N=CC=2N(C1)C=C(N2)NC(=O)[C@H]2[C@H](C2)C#N (1r,2s)-N-(6-(5-chloro-6-fluoro-7-(isopropylamino)-1H-indazol-4-yl)imidazo[1,2-a]pyrazin-2-yl)-2-cyanocyclopropane-1-carboxamide